(3R,4R)-1-cyclohexyl-4-{[5-(2,4-difluoro-phenyl)-isoxazole-3-carbonyl]-amino}-piperidine-3-carboxylic acid (2,2,2-trifluoro-1-pyridin-2-yl-ethyl)-amide FC(C(C1=NC=CC=C1)NC(=O)[C@@H]1CN(CC[C@H]1NC(=O)C1=NOC(=C1)C1=C(C=C(C=C1)F)F)C1CCCCC1)(F)F